CN(C(CO)C)C 2-dimethylaminopropanol